5-vinyl-1,3-bis(n-butyl)isophthalic acid C(=C)C=1CC(CC(C(=O)O)(C1)CCCC)(C(=O)O)CCCC